C(C)(C)(C)OC(CC1CC(C1)C(NCCCCCCCCCCCCCCCC)=O)=O.C1(=CC=CC=C1)C=1SC=C(N1)[C@H]1[C@@H](C1)C1=CC=C(C=C1)S(=O)(=O)N 4-[(1R,2R)-2-(2-phenyl-1,3-thiazol-4-yl)cyclopropyl]benzenesulfonamide tert-butyl-2-((1s,3s)-3-(hexadecylcarbamoyl)cyclobutyl)acetate